C=CCCCCCC=CCC=CCC=CCC 1,8,11,14-heptadecatetraene